(6-chlorobenzothiazol-2-yl)oxazolin-2-one tert-butyl-2-(6-((2-((tert-butoxycarbonyl)amino)-2-methylpropyl)carbamoyl)pyrazin-2-yl)-5-fluoro-6-methoxy-1H-indole-1-carboxylate C(C)(C)(C)OC(=O)N1C(=CC2=CC(=C(C=C12)OC)F)C1=NC(=CN=C1)C(NCC(C)(C)NC(=O)OC(C)(C)C)=O.ClC1=CC2=C(N=C(S2)C2=NC(OC2)=O)C=C1